C(C1=CC=CC=C1)OC=1C=2C3=C(N(C2C=CC1)C1=CC(=C(C=C1)F)C)C(COC31CC(C1)N1N=C(C(=C1C)C(=O)O)C)(C)C 1-(9'-(benzyloxy)-5'-(4-fluoro-3-methylphenyl)-4',4'-dimethyl-4',5'-dihydro-3'H-spiro[cyclobutane-1,1'-pyrano[4,3-b]indol]-3-yl)-3,5-dimethyl-1H-pyrazole-4-carboxylic acid